C(C)(C)(C)OC(=O)C1C2CNC=3N=CC(=CC3C21)C(=O)O (tert-Butoxycarbonyl)-1a,2,3,7b-tetrahydro-1H-cyclopropa[c][1,8]naphthyridine-6-carboxylic acid